2-methyl-2,8-diazaspiro[4.5]decane dihydrochloride Cl.Cl.CN1CC2(CC1)CCNCC2